Rac-N-(6-bromo-7-chloroisoquinolin-3-yl)-6,6-difluorospiro[2.5]octane-1-carboxamide BrC=1C=C2C=C(N=CC2=CC1Cl)NC(=O)[C@@H]1CC12CCC(CC2)(F)F |r|